2-AMINONAPHTHALENE-7-CARBOXALDEHYDE NC1=CC2=CC(=CC=C2C=C1)C=O